COC1=C(C=C(C(=C1)OC)N)N 4,6-dimethoxy-1,3-phenylenediamine